O[C@@]1(C(N(CC1)C)=O)C1=NN(C(=C1)C1=NC(=CC=C1)C1=NC(=NC=C1)NC1=NN(C=C1)C)C (R)-3-Hydroxy-1-methyl-3-(1-methyl-5-(6-(2-((1-methyl-1H-pyrazol-3-yl)amino)pyrimidin-4-yl)pyridin-2-yl)-1H-pyrazol-3-yl)pyrrolidin-2-one